N1(N=CC=C1)C[C@H]1N(C[C@@H](C1)NC(=O)C=1OC(=NN1)C1=C(C=CC(=C1)C#N)C1CC1)C(=O)OC(C)(C)C tert-butyl (2S,4R)-2-((1H-pyrazol-1-yl)methyl)-4-(5-(5-cyano-2-cyclopropylphenyl)-1,3,4-oxadiazole-2-carboxamido)pyrrolidine-1-carboxylate